FC1=C(C=CC(=C1)I)NC=1N(C(C=C2CCN(C(C12)=O)OC(C)C)=O)C 8-((2-fluoro-4-iodophenyl)amino)-2-isopropoxy-7-methyl-3,4-dihydro-2,7-naphthyridine-1,6(2H,7H)-dione